(3R,4S)-3-cyclopropyl-1-[2-(1-cyclopropylpyrazol-4-yl)furo[3,2-b]pyridin-7-yl]-4-methyl-2-oxopyrrolidine-3-carbonitrile C1(CC1)[C@]1(C(N(C[C@H]1C)C1=C2C(=NC=C1)C=C(O2)C=2C=NN(C2)C2CC2)=O)C#N